ethyl 3-amino-2,6-dichloroisonicotinate NC1=C(C(=O)OCC)C=C(N=C1Cl)Cl